C(C)(C)N1CCC(CC1)N1C2CC(CC1CC2)C=2C=C(C=1N(C2)N=C(N1)C1=CC=C(C=C1)S(=O)(=O)C)C 6-(8-(1-isopropylpiperidin-4-yl)-8-azabicyclo[3.2.1]octan-3-yl)-8-methyl-2-(4-(methylsulfonyl)phenyl)-[1,2,4]triazolo[1,5-a]pyridine